CC=1C(=CSC1)C(=O)O 4-methyl-3-thiophene-carboxylic acid